3-(1-((benzyloxy)carbonyl)azetidin-3-yl)-3,6-diazabicyclo[3.1.1]heptane-6-carboxylic acid tert-butyl ester C(C)(C)(C)OC(=O)N1C2CN(CC1C2)C2CN(C2)C(=O)OCC2=CC=CC=C2